2-phenylpropenamido-3-(4-nitrophenyl)-propionic acid C1(=CC=CC=C1)C(C(=O)NC(C(=O)O)CC1=CC=C(C=C1)[N+](=O)[O-])=C